methyl-cyanamide methyl-formate COC=O.CNC#N